2-chloro-N-(6-(2-(((1r,4r)-4-(dimethylamino)cyclohexyl)amino)-8-ethylquinazolin-6-yl)-5-methoxypyridazin-3-yl)benzenesulfonamide ClC1=C(C=CC=C1)S(=O)(=O)NC=1N=NC(=C(C1)OC)C=1C=C2C=NC(=NC2=C(C1)CC)NC1CCC(CC1)N(C)C